ethyl (3S)-3-[2-(5-bromo-2-fluorophenyl)-2-[5-(2-methoxyethyl)-2-oxo-4-(trifluoromethyl)pyridin-1-yl]acetamido]-3-{4-fluoro-2'-hydroxy-5,6'-dimethyl-[1,1'-biphenyl]-3-yl}propanoate BrC=1C=CC(=C(C1)C(C(=O)N[C@@H](CC(=O)OCC)C=1C=C(C=C(C1F)C)C1=C(C=CC=C1C)O)N1C(C=C(C(=C1)CCOC)C(F)(F)F)=O)F